C(C)(C)(C)OC(=O)N1CCN(CC1)C1=CC(=C(C=C1)N)C(N)=O 4-(4-amino-3-carbamoyl-phenyl)-piperazine-1-carboxylic acid tert-butyl ester